2-(1-Benzothien-2-yl)-6,8-dimethyl-3,4-dihydroquinazolin-4-one S1C(=CC2=C1C=CC=C2)C2=NC1=C(C=C(C=C1C(N2)=O)C)C